C(#C)C=1C=C2C3=C(NC2=CC1)[C@H](N([C@@H](C3)C)CC(F)(F)F)C3=CC=C(C=N3)NC3CN(C3)CCCF 6-((1S,3R)-6-ethynyl-3-methyl-2-(2,2,2-trifluoroethyl)-2,3,4,9-tetrahydro-1H-pyrido[3,4-b]indol-1-yl)-N-(1-(3-fluoropropyl)azetidin-3-yl)pyridin-3-amine